(R)-N-(6-(4-(1,1-difluoropropan-2-yl)-4H-1,2,4-triazol-3-yl)pyridin-2-yl)-3-methoxy-1-methyl-1H-pyrazole-4-carboxamide FC([C@@H](C)N1C(=NN=C1)C1=CC=CC(=N1)NC(=O)C=1C(=NN(C1)C)OC)F